1-(4-Ethynylphenyl)piperazine C(#C)C1=CC=C(C=C1)N1CCNCC1